6-((3-chloro-4-fluorophenyl)(4-(5-(difluoromethyl)-1,3,4-oxadiazol-2-yl)-2-fluorobenzyl)thiocarbamoyl)-2,6-diazaspiro[3.3]heptane-2-carboxylic acid tert-butyl ester C(C)(C)(C)OC(=O)N1CC2(C1)CN(C2)C(N(CC2=C(C=C(C=C2)C=2OC(=NN2)C(F)F)F)C2=CC(=C(C=C2)F)Cl)=S